C(#N)C=C(C1CCCC1)N1N=CC(=C1)C(=O)C(C#N)CC(OC)OC 2-(1-(2-cyano-1-cyclopentyl-vinyl)-1H-pyrazole-4-carbonyl)-4,4-dimethoxybutyronitrile